4-(7-bromo-2-chloro-pyrido[3,2-d]pyrimidin-4-yl)morpholine BrC1=CC=2N=C(N=C(C2N=C1)N1CCOCC1)Cl